butyl (S)-2-(3-(5-((1-cyclopropylethyl)carbamoyl)-1-((2-(trimethylsilyl)ethoxy)methyl)-1H-1,2,4-triazol-3-yl)phenyl)oxazole-5-carboxylate C1(CC1)[C@H](C)NC(=O)C1=NC(=NN1COCC[Si](C)(C)C)C=1C=C(C=CC1)C=1OC(=CN1)C(=O)OCCCC